FC(C1=CC=C(CCOC=2C=C3C(=CNC3=CC2)NC(=O)N[C@@H](C(F)(F)F)C)C=C1)(F)F |r| rac-(R)-1-(5-(4-(trifluoromethyl)phenethoxy)-1H-indol-3-yl)-3-(1,1,1-trifluoropropan-2-yl)urea